C(C)OC(C(=O)C1CSC2=C(C=CC=C2C1=O)Cl)=O (8-chloro-4-oxothiochroman-3-yl)-2-oxoacetic acid ethyl ester